(2S)-1-(9H-Fluoren-9-ylmethoxycarbonyl)azetidine-2-carboxylic acid C1=CC=CC=2C3=CC=CC=C3C(C12)COC(=O)N1[C@@H](CC1)C(=O)O